F[C@H]1[C@@H]2CC[C@H](C[C@H]1OC1=CN=C(N=N1)C1=C(C=C(C=C1)N1C=NC=C1)O)N2 2-(6-(((1S,2S,3R,5R)-2-fluoro-8-azabicyclo[3.2.1]octan-3-yl)oxy)-1,2,4-triazin-3-yl)-5-(1H-imidazol-1-yl)phenol